N-[(1R,3S)-3-{[6-chloro-2-(trifluoromethyl)quinolin-4-yl]amino}cyclohexyl]-3-cyanobenzamide ClC=1C=C2C(=CC(=NC2=CC1)C(F)(F)F)N[C@@H]1C[C@@H](CCC1)NC(C1=CC(=CC=C1)C#N)=O